N=1N=CN(C1)C=1C=NC=CC1 3-(4H-1,2,4-triazol-4-yl)pyridine